tert-butyl (4R,7S)-2-bromo-4,7-dimethyl-6,7-dihydro-4H-pyrazolo[1,5-a]pyrazine-5-carboxylate BrC1=NN2C([C@H](N(C[C@@H]2C)C(=O)OC(C)(C)C)C)=C1